2-((1-(2,7-dimethyl-3-morpholinoquinoxalin-5-yl)ethyl)amino)benzoic acid CC1=NC2=CC(=CC(=C2N=C1N1CCOCC1)C(C)NC1=C(C(=O)O)C=CC=C1)C